7-((4-(6-(difluoromethyl)-2-methylpyridin-3-yl)piperazin-1-yl)methyl)-5-fluoro-3-methylquinoxalin-2(1H)-one FC(C1=CC=C(C(=N1)C)N1CCN(CC1)CC1=CC(=C2N=C(C(NC2=C1)=O)C)F)F